FC1=CC=C(C=N1)C1=CC=CC=2N1N=CC2CO (7-(6-fluoropyridin-3-yl)pyrazolo[1,5-a]pyridin-3-yl)methanol